pentanedioic acid-1-t-butyl ester C(C)(C)(C)OC(CCCC(=O)O)=O